tert-Butyl 4-(4-(6-bromo-3-cyanopyrazolo[1,5-a]pyridin-4-yl)phenyl)piperazine-1-carboxylate BrC=1C=C(C=2N(C1)N=CC2C#N)C2=CC=C(C=C2)N2CCN(CC2)C(=O)OC(C)(C)C